benzoic acid [(4S)-5,5-difluoro-3-(trifluoromethyl)-4,6-dihydro-1H-cyclopenta[c]pyrazol-4-yl] ester FC1([C@H](C2=C(NN=C2C(F)(F)F)C1)OC(C1=CC=CC=C1)=O)F